S1C=NC2=C1C=CC(=C2)C(C[N+](=O)[O-])NS(=O)C(C)(C)C N-[1-(1,3-benzothiazol-5-yl)-2-nitro-ethyl]-2-methyl-propane-2-sulfinamide